N-Benzyl-N-((1S,4r)-4-(((2S,5R)-5-((S)-(3-fluorophenyl)(hydroxy)-methyl)pyrrolidin-2-yl)methyl)cyclohexyl)methanesulfonamide hydrochloride Cl.C(C1=CC=CC=C1)N(S(=O)(=O)C)C1CCC(CC1)C[C@H]1N[C@H](CC1)[C@@H](O)C1=CC(=CC=C1)F